O=C1N(CCC2=C1C=CN2C(=O)OC(C)(C)C)C(=O)OC(C)(C)C di-tert-butyl 4-oxo-6,7-dihydro-1H-pyrrolo[3,2-c]pyridine-1,5(4H)-dicarboxylate